N1(CCC1)C1=NC(=C(C(=C1C#N)C1=CC=C(C=C1)OC1COC1)C#N)OCC1COC1 2-(azetidin-1-yl)-6-(oxetan-3-yl-methoxy)-4-(4-(oxetan-3-yloxy)phenyl)pyridine-3,5-dicarbonitrile